1-(3-fluorophenyl)-4-phenyl-2-((4-(trifluoromethoxy)benzyl)thio)-1H-imidazole FC=1C=C(C=CC1)N1C(=NC(=C1)C1=CC=CC=C1)SCC1=CC=C(C=C1)OC(F)(F)F